(S)-8-(6-amino-5-((3,3-difluoro-2,3-dihydrobenzofuran-4-yl)thio)pyrazin-2-yl)-2-oxa-8-azaspiro[4.5]decan-4-amine NC1=C(N=CC(=N1)N1CCC2([C@@H](COC2)N)CC1)SC1=CC=CC2=C1C(CO2)(F)F